6,7-dimethoxy-4-(1,2,3,4-tetrahydroisoquinolin-7-yl)quinoline COC=1C=C2C(=CC=NC2=CC1OC)C1=CC=C2CCNCC2=C1